ethyl-4-{2-[(5-fluoropyridin-2-yl)amino]-2-oxoethyl}-5,8-dioxo-6-[(pyridin-2-yl)methyl]-5,6,7,8-tetrahydro-4H-pyrazolo[1,5-a]pyrrolo[3,4-d]pyrimidine C(C)C1=NN2C(N(C3=C(C2=O)CN(C3=O)CC3=NC=CC=C3)CC(=O)NC3=NC=C(C=C3)F)=C1